(rac)-5-[4-{[(6-Oxopiperidin-3-yl)methyl]amino}-3-(trifluoromethyl)phenyl]-3,6-dihydro-2H-1,3,4-oxadiazin-2-on O=C1CC[C@@H](CN1)CNC1=C(C=C(C=C1)C1=NNC(OC1)=O)C(F)(F)F |r|